(R)-7-((1R,3s,5S,6r)-6-(1-Isopropyl-3-(trifluoromethyl)-1H-pyrazol-5-yl)bicyclo[3.1.0]hexan-3-yl)-2-thia-7-azaspiro[4.5]decane 2,2-dioxide C(C)(C)N1N=C(C=C1C1[C@H]2CC(C[C@@H]12)N1C[C@]2(CCS(C2)(=O)=O)CCC1)C(F)(F)F